BrC1=CC=2C=C3N(C2C=C1)C(N(C3)C(C(=O)O)CCC(=O)O)=O (7-bromo-3-oxo-1H-imidazo[1,5-a]indol-2(3H)-yl)glutaric acid